O=C1NC(CCC1N1C(C2=CC=CC(=C2C1=O)NC=1C(=CC2=C(N(C=N2)C)C1)C1=CC(=C(C=C1)OC)F)=O)=O 2,6-dioxopiperidin-3-yl-4-((5-(3-fluoro-4-methoxyphenyl)-1-methyl-1H-benzo[d]imidazol-6-yl)amino)isoindoline-1,3-dione